2'-fluoro-2'-deoxy-Adenosine F[C@H]1[C@@H](O[C@@H]([C@H]1O)CO)N1C=NC=2C(N)=NC=NC12